2-(2-oxa-7-azaspiro[3.5]nonan-7-yl)acetonitrile C1OCC12CCN(CC2)CC#N